((1S,4S,6R)-6-((5-chloropyrazin-2-yl)amino)-2-azabicyclo[2.2.1]hept-2-yl)(3-fluoro-2-(2H-1,2,3-triazol-2-yl)phenyl)methanone ClC=1N=CC(=NC1)N[C@@H]1C[C@@H]2CN([C@H]1C2)C(=O)C2=C(C(=CC=C2)F)N2N=CC=N2